3-chloro-5-(5-((cyclohexyl-(methyl)amino)methyl)-1H-tetrazol-1-yl)benzonitrile ClC=1C=C(C#N)C=C(C1)N1N=NN=C1CN(C)C1CCCCC1